Methyl-3-(3,5-di-tert-butyl-4-hydroxyphenyl)propionat COC(CCC1=CC(=C(C(=C1)C(C)(C)C)O)C(C)(C)C)=O